FC=1C(=NC(=NC1)N[C@@H]1CC[C@H](CC1)C(=O)N)C1=CC(=CC=C1)C(=O)N1C[C@H](CC1)O trans-(S)-4-((5-fluoro-4-(3-(3-hydroxypyrrolidine-1-carbonyl)phenyl)pyrimidin-2-yl)amino)cyclohexane-1-carboxamide